1-tert-Butoxycarbonyl-4-(4,4,5,5-tetramethyl-[1,3,2]dioxaborolan-2-yl)pyrazole C(C)(C)(C)OC(=O)N1N=CC(=C1)B1OC(C(O1)(C)C)(C)C